N(P(OC)(O)=O)P(OC)(O)=O iminobis(methylphosphonic acid)